CN(C(OC(C)(C)C)=O)C1CC=C(CC1)B1OC(C(O1)(C)C)(C)C tert-butyl N-methyl-N-[4-(4,4,5,5-tetramethyl-1,3,2-dioxaborolan-2-yl)cyclohex-3-en-1-yl]carbamate